tert-butyl N-[(1-{3-[(cyclopropylsulfamoyl) amino] benzenesulfonyl}-5-(2-fluorophenyl)-1H-pyrrol-3-yl) methyl]-N-methylcarbamate C1(CC1)NS(=O)(=O)NC=1C=C(C=CC1)S(=O)(=O)N1C=C(C=C1C1=C(C=CC=C1)F)CN(C(OC(C)(C)C)=O)C